CC1=CC(=NC(=C1)C)NCC1=CC(=C(C(=C1)O)N1S(NCC1=O)(=O)=O)F [4-[[(4,6-dimethyl-2-pyridinyl)amino]methyl]-2-fluoro-6-hydroxy-phenyl]-1,1-dioxo-1,2,5-thiadiazolidin-3-one